N1=C(C=CC=C1)C#N pyridine-2-formonitrile